butyl-dibutylamine C(CCC)N(CCCC)CCCC